O1C(=CC=C1)C=1C=C(C=CC1)N1C2(OC3=C(C(N(C1)C)C2)C=CC=C3)C 3-(3-(furan-2-yl)phenyl)-2,5-dimethyl-5,6-dihydro-2H-2,6-methanobenzo[g][1,3,5]oxadiazocine